ClC1=C(C=C(C=C1)F)C1N(C(C2=C(C(=CC(=C12)NC(C1=CC(=CC(=C1)C(F)(F)F)F)=O)C#N)O)=O)CC1=CC=C(C=C1)OC N-(3-(2-chloro-5-fluorophenyl)-6-cyano-7-hydroxy-2-(4-methoxybenzyl)-1-oxoisoindol-4-yl)-3-fluoro-5-(trifluoromethyl)benzamide